methylenebis-anthranilic acid methyl ester COC(C=1C(NCNC=2C(C(=O)O)=CC=CC2)=CC=CC1)=O